C1OC2=CSC=C2O1 3,4-methylenedioxythiophene